tert-Butyl 3-[(3,3-difluorocyclobutyl)methoxy][1,4'-bipiperidine]-1'-carboxylate (racemic)-tert-Butyl-4-oxopiperidine-1-carboxylate C(C)(C)(C)OC(=O)N1CCC(CC1)=O.FC1(CC(C1)COC1CN(CCC1)C1CCN(CC1)C(=O)OC(C)(C)C)F